C(C)(C)(C)OC(=O)N1C[C@@H](N(CC1)C=1C2=C(N(C(N1)=O)C=1C(=NC=CC1C)C(C)C)N=C(C(=C2)Cl)C2=C(C(=CC=C2)C)F)C (S)-4-(6-chloro-7-(2-fluoro-3-methylphenyl)-1-(2-isopropyl-4-methylpyridin-3-yl)-2-oxo-1,2-dihydropyrido[2,3-d]pyrimidin-4-yl)-3-methylpiperazine-1-carboxylic acid tert-butyl ester